6-{3,8-diazabicyclo[3.2.1]octan-8-yl}-N-{3-methyl-4-[(1-methyl-1,3-benzodiazol-5-yl)oxy]phenyl}pyrido[3,2-d]pyrimidin-4-amine hydrochloride Cl.C12CNCC(CC1)N2C=2C=CC=1N=CN=C(C1N2)NC2=CC(=C(C=C2)OC2=CC1=C(N(C=N1)C)C=C2)C